BrC=1C(=NC(=C(C(=O)O)C1)Cl)Cl bromo-2,6-dichloronicotinic acid